C1(=CC=CC2=CC=C3C=C4C=CC=CC4=CC3=C12)[SiH](O[Si](O[SiH2]CCCCN)(OC)OC)CCCCN 5-tetraphenyl-3,3-dimethoxy-1,5-bis(4-aminobutyl)trisiloxane